(2E,5E)-2-hydroxy-6-(4-hydroxyphenyl)-4-oxohexa-2,5-diene O\C(\C)=C\C(\C=C\C1=CC=C(C=C1)O)=O